(R)-3-(1-Aminoethyl)-2-toluonitrile hydrochloride Cl.N[C@H](C)C1=C(C(=CC=C1)C)C#N